N1=CNC2=NC=CC(=C21)C=2C(=NN(C2)C2=CC=C(C=N2)NCC(F)(F)F)S(=O)(=O)C (6-(4-(3H-imidazo[4,5-b]pyridin-7-yl)-(methylsulfonyl)1H-pyrazol-1-yl)pyridin-3-yl)-2,2,2-trifluoroethylamine